(3R,5S)-5-((benzoyloxy)methyl)-4-methylenetetrahydrofuran-2,3-diyl diacetate C(C)(=O)OC1O[C@@H](C([C@H]1OC(C)=O)=C)COC(C1=CC=CC=C1)=O